OC1C(OC(C1O)C(=O)O)C(=O)O 3,4-dihydroxytetrahydrofuran-2,5-dicarboxylic acid